(6-(2-Methyl-2-(1-methyl-1H-pyrazol-4-yl)propionyl)pyridin-3-yl)carbamic acid tert-butyl ester C(C)(C)(C)OC(NC=1C=NC(=CC1)C(C(C)(C=1C=NN(C1)C)C)=O)=O